C(C)(C)(C)OC(C1=CC=C(C=C1)NC([C@H](CC1=CC=CC=C1)N1N=C(C(=CC1=O)C1=C(C=CC(=C1)Cl)C(C)=O)OC)=O)=O (S)-4-(2-(4-(2-acetyl-5-chlorophenyl)-3-methoxy-6-oxopyridazin-1(6H)-yl)-3-phenylpropionamido)benzoic acid tert-butyl ester